Ethyl 2-methoxy-5-oxo-5,6,7,8-tetrahydroquinoxaline-6-carboxylate COC1=NC=2CCC(C(C2N=C1)=O)C(=O)OCC